1-(2-(6-(2-(3-methylbenzylidene)hydrazinyl)-2-morpholino-9H-purin-9-yl)acetyl)azetidine-3-carbonitrile CC=1C=C(C=NNC2=C3N=CN(C3=NC(=N2)N2CCOCC2)CC(=O)N2CC(C2)C#N)C=CC1